ClC1=C(C=CC(=C1)F)C1(CC1)C1=NOC(=N1)C1=NN(C(=C1)C(F)F)[C@@H](C(=O)OC(C)(C)C)C tert-butyl (R)-2-(3-(3-(1-(2-chloro-4-fluorophenyl)cyclopropyl)-1,2,4-oxadiazol-5-yl)-5-(difluoromethyl)-1H-pyrazol-1-yl)propanoate